FC=1C=C(C=O)C=CC1C1=CSC(=C1)C(F)(F)F 3-fluoro-4-[5-(trifluoromethyl)thiophen-3-yl]benzaldehyde